N1N=NN=C1C1=CC=CC(=N1)N 6-(1H-tetrazol-5-yl)pyridin-2-amine